Cl.N[C@H](CN1C(C=2NC=3C=CC=CC3C2C2=C(C1)C=CC=C2)=O)CCCN (S)-6-(2,5-diaminopentyl)-5,8-dihydrobenzo[5,6]azepino[3,4-b]indol-7(6H)-one hydrochloride salt